5-((5-isopropyl-2-(pyrrolidin-1-yl)pyridin-4-yl)oxy)pyrimidine-2,4-diamine C(C)(C)C=1C(=CC(=NC1)N1CCCC1)OC=1C(=NC(=NC1)N)N